3-[(E)-3-[2-(Carboxymethoxy)-4-[(1E)-3-methylbuta-1,3-dienoxy]phenyl]-3-oxoprop-1-enyl]benzoic acid C(=O)(O)COC1=C(C=CC(=C1)O\C=C\C(=C)C)C(/C=C/C=1C=C(C(=O)O)C=CC1)=O